C1(=CC=C(C=C1)N1C2=CC=CC=C2C=2C=C(C=CC12)C=1C=CC=2N(C3=CC=CC=C3C2C1)C1=CC=CC=C1)C1=CC=CC=C1 9-([1,1'-biphenyl]-4-yl)-9'-phenyl-9H,9'H-3,3'-bicarbazole